C(#N)CC1(CN(C1)C1=CC(=C(C(=O)N[C@H](C(F)(F)F)C)C=C1F)F)N1N=CC(=C1)C=1C(=NNC1C)C 4-[3-(cyano-methyl)-3-(3',5'-dimethyl-1H,1'H-4,4'-bipyrazol-1-yl)azetidin-1-yl]-2,5-difluoro-N-[(1S)-2,2,2-trifluoro-1-methyl-ethyl]benzamide